NCC(CC1=CC(=CC=C1)F)NC(C1=CC(=CC(=C1)C1=CC=NC=2NC(C[C@@H](C12)C)=O)F)=O (S)-N-(1-amino-3-(3-fluorophenyl)propan-2-yl)-3-fluoro-5-(5-methyl-7-oxo-5,6,7,8-tetrahydronaphthyridin-4-yl)benzamide